C1(=CC=CC=C1)C=1NC(C2=C(NC(C21)=O)C2=CC=CC=C2)=O 3,6-diphenyl-pyrrolo[3,4-C]pyrrole-1,4(2H,5H)dione